2-(4-(2-butyl-1-oxo-1,2-dihydro-2,7-naphthyridin-4-yl)-2,6-dimethoxyphenyl)acetaldehyde C(CCC)N1C(C2=CN=CC=C2C(=C1)C1=CC(=C(C(=C1)OC)CC=O)OC)=O